tert-Butyl 6,7-dichloro-9-ethoxy-10-iodo-3,4-dihydro-1H-pyrazino[1,2-a]indole-2-carboxylate ClC1=C(C=C(C=2C(=C3N(C12)CCN(C3)C(=O)OC(C)(C)C)I)OCC)Cl